N-(5-(N,N-dimethylsulfamoyl)-2-(N-(2-(piperidin-1-yl)phenyl)sulfamoyl)phenyl)-3-(3-methyl-3H-diazirin-3-yl)propanamide CN(S(=O)(=O)C=1C=CC(=C(C1)NC(CCC1(N=N1)C)=O)S(NC1=C(C=CC=C1)N1CCCCC1)(=O)=O)C